N1=NC=NC=2C3=CC=CC=C3C3=CC=CC=C3C12 1,2,4-Triazatriphenylen